N-[(trans)-3-fluoro-1-methyl-4-piperidyl]-6-[3-(2-methoxy-4-methylsulfonyl-anilino)prop-1-ynyl]-3-(2,2,2-trifluoroethyl)imidazo[1,2-a]pyridin-8-amine F[C@@H]1CN(CC[C@H]1NC=1C=2N(C=C(C1)C#CCNC1=C(C=C(C=C1)S(=O)(=O)C)OC)C(=CN2)CC(F)(F)F)C